CC1=NN=C2N1C1=CC=CC=C1C(=N2)NC2=CC(=CC=C2)N2CCOCC2 methyl-N-(3-morpholinophenyl)-[1,2,4]triazolo[4,3-a]quinazolin-5-amine